3-benzyl-1-(4-bromo-phenyl)-1-(trans-4-((5-cyanopyridin-2-yl)amino)cyclohexyl)urea C(C1=CC=CC=C1)NC(N([C@@H]1CC[C@H](CC1)NC1=NC=C(C=C1)C#N)C1=CC=C(C=C1)Br)=O